O1C=C(C2=C1C=CC=C2)CCNS(=O)(=O)C=2C=CC1=C(C(=C(O1)C(=O)O)C)C2 5-(N-(2-(benzofuran-3-yl)ethyl)sulfamoyl)-3-methylbenzofuran-2-carboxylic acid